4-{(9,9-dimethyl-9H-fluoren-2-yl)-phenylamino}-4''-{(naphthalen-1-yl)-phenylamino}-1,1':3',1''-terphenyl CC1(C2=CC=CC=C2C=2C=CC(=CC12)N(C1=CC=C(C=C1)C1=CC(=CC=C1)C1=CC=C(C=C1)N(C1=CC=CC=C1)C1=CC=CC2=CC=CC=C12)C1=CC=CC=C1)C